tert-butyl 7-chloro-3-(4,4,5,5-tetramethyl-1,3,2-dioxaborolan-2-yl)-1H-indole-1-carboxylate ClC=1C=CC=C2C(=CN(C12)C(=O)OC(C)(C)C)B1OC(C(O1)(C)C)(C)C